COC(=O)[C@@H]1C[C@@H](C1)O cis-3-hydroxycyclobutylcarboxylic acid methyl ester